6-bromo-5-fluoro-1-((2-(trimethylsilyl)ethoxy)methyl)quinolin-2(1H)-one BrC=1C(=C2C=CC(N(C2=CC1)COCC[Si](C)(C)C)=O)F